1-(5-methoxy-6-oxo-1,6-dihydropyridazin-4-yl)azetidin COC1=C(C=NNC1=O)N1CCC1